N-((3S,5S)-1-((3S,4R)-1-(tert-butyl)-4-(4-chlorophenyl)pyrrolidine-3-carbonyl)-5-(morpholine-4-carbonyl)pyrrolidin-3-yl)-N-((1s,4R)-4-methylcyclohexyl)propionamide C(C)(C)(C)N1C[C@H]([C@@H](C1)C1=CC=C(C=C1)Cl)C(=O)N1C[C@H](C[C@H]1C(=O)N1CCOCC1)N(C(CC)=O)C1CCC(CC1)C